(1,3-dihydroisobenzofuran-5-yl)methane C1OCC2=CC(=CC=C12)C